CN1N(C2=NC(=NC=C2C1=O)S(=O)(=O)C)C1=CC=CC(=N1)OC1CCN(CC1)C(=O)OC(C)(C)C tert-butyl 4-((6-(2-methyl-6-(methylsulfonyl)-3-oxo-2,3-dihydro-1H-pyrazolo[3,4-d]pyrimidin-1-yl)pyridin-2-yl)oxy)piperidine-1-carboxylate